CN1C(=C(C2=CC=CC=C12)C=1C(NC(C1C1=CC(=CC=C1)OC)=O)=O)C 3-(1,2-dimethylindol-3-yl)-4-(3-methoxyphenyl)pyrrole-2,5-dione